N1=CC=CC=2CCCC(C12)NCC1=CC=C(C=C1)CN N'-(5,6,7,8-tetrahydro-8-quinolinyl)-1,4-benzenedimethanamine